3-hydroxy-1-(tetrahydro-2H-pyran-2-yl)-1H-pyrazole-4-carboxylic acid ethyl ester C(C)OC(=O)C=1C(=NN(C1)C1OCCCC1)O